NC1=CC=2C(C3=CC=CC=C3C2C=C1C(C)(C)O)OC 2-(2-amino-9-methoxy-9H-fluoren-3-yl)propan-2-ol